N-[(1S)-1-(dicyclopropylmethyl)-2-[[6-fluoro-5-(5-methoxy-2-ethyl-1-oxido-pyridin-1-ium-3-yl)-2-pyridyl]amino]-2-oxo-ethyl]-2-isopropyl-pyrazole-3-carboxamide C1(CC1)C([C@@H](C(=O)NC1=NC(=C(C=C1)C=1C(=[N+](C=C(C1)OC)[O-])CC)F)NC(=O)C=1N(N=CC1)C(C)C)C1CC1